C(C)(C)(C)OC(=O)C1(CC(C1)CCO)C(=O)OC(C)(C)C.C1(=CC=CC=C1)NCCC[Si](OC)(OC)OC (N-phenylaminopropyl)-(trimethoxy)silane di-tert-butyl-3-hydroxyethyl-cyclobutane-1,1-dicarboxylate